rac-6-bromo-3-[cis-2-cyclopropyl-4-hydroxypiperidin-1-yl]pyridine-2-carbonitrile BrC1=CC=C(C(=N1)C#N)N1[C@H](C[C@H](CC1)O)C1CC1 |r|